FC(OCC(C(C(F)F)(F)F)(F)F)(F)F 1,1,1,2,2,3,3,4,4-nonafluoro-methoxybutane